FC(C1=CC2=C(SC(=C2)C(N[C@H]2CCC[C@@H]3N(C2=O)[C@@H](CC3)C(=O)N3CC(C3)C=3N=NC=CC3C)=O)C=C1)(F)P(O)(O)=O (difluoro(2-(((3S,6S,9aS)-3-(3-(4-methylpyridazin-3-yl)azetidine-1-carbonyl)-5-oxooctahydro-1H-pyrrolo[1,2-a]azepin-6-yl)carbamoyl)benzo[b]thiophen-5-yl)methyl)phosphonic acid